((R)-1-(3-chloro-6-ethoxy-2-fluoro-5-((R)-1-hydroxyethyl)phenyl)-2-nitroethyl)malonic acid dimethyl ester COC(C(C(=O)OC)[C@@H](C[N+](=O)[O-])C1=C(C(=CC(=C1OCC)[C@@H](C)O)Cl)F)=O